FC=1C=C(C=CC1N1CCOCC1)C(CC)=O 1-(3-fluoro-4-morpholinophenyl)propan-1-one